3-[2-(2-bromo-4-chlorophenoxy)ethyl]oxolane BrC1=C(OCCC2COCC2)C=CC(=C1)Cl